[N+](=O)([O-])C1=CC=C(C=2C1=NON2)S(=O)(=O)C2=[N+](C=CC=C2)[O-] 7-nitro-4-(1-oxidopyridin-1-ium-2-yl)sulfonyl-2,1,3-benzooxadiazole